1-(3-(((tert-butyldiphenylsilyl)oxy)methyl)-4-nitrophenyl)ethan-1-one [Si](C1=CC=CC=C1)(C1=CC=CC=C1)(C(C)(C)C)OCC=1C=C(C=CC1[N+](=O)[O-])C(C)=O